N-hydroxyphenyl-maleimide ON1C(C(=CC1=O)C1=CC=CC=C1)=O